[Pt+2].C(CC)[Si](C(C(=O)C(C)C)C(=O)C(C)C)(OC)OC.C(CC)[Si](C(C(=O)C(C)C)C(=O)C(C)C)(OC)OC bis[2-(propyldimethoxysilyl)1,3-diisopropyl-1,3-propanedione] platinum (II)